FC(C(=O)O)(F)F.FC(C1=NC(=NO1)C1=CC=C(CNC([C@H](C)NC(=O)[C@@H]2N(CC[C@@H](C2)C2=CC=CC=C2)CC)=O)C=C1)F (2R,4S)-N-((S)-1-((4-(5-(difluoromethyl)-1,2,4-oxadiazol-3-yl)benzyl)amino)-1-oxopropan-2-yl)-1-ethyl-4-phenylpiperidine-2-carboxamide trifluoroacetate